COC[C@@H]1N(CCOC1)C1=CC=C(C=C1)B1OC(C(O1)(C)C)(C)C (S)-3-(methoxymethyl)-4-(4-(4,4,5,5-tetramethyl-1,3,2-dioxaborolan-2-yl)phenyl)morpholine